(methyldimethoxysilylpropyl)-(trimethoxysilylhexyl)amine C[Si](OC)(OC)CCCNCCCCCC[Si](OC)(OC)OC